FC(C(C)N[C@H]1CCC=2C=3C1=C1C(=NC3C=C(C2C)F)C2=CC3=C(C(N2C1)=O)COC([C@]3(O)CC)=O)F (1S,9S)-1-((1,1-difluoropropan-2-yl)amino)-9-ethyl-5-fluoro-9-hydroxy-4-methyl-1,2,3,9,12,15-hexahydro-10H,13H-benzo[de]pyrano[3',4':6,7]indolizino[1,2-b]quinoline-10,13-dione